1-isopropyl-2-methyl-6-(5-(1,3,5-trimethyl-1H-pyrazol-4-yl)-1H-pyrrolo[2,3-b]pyridin-3-yl)-1H-imidazo[4,5-b]pyridine C(C)(C)N1C(=NC2=NC=C(C=C21)C2=CNC1=NC=C(C=C12)C=1C(=NN(C1C)C)C)C